C(CCCCC)OC(CC1=CC(=C(C=C1)O)OC)=O 2-(4-Hydroxy-3-methoxy-phenyl)acetic acid hexyl ester